N-[(2-Chloropyridin-4-yl)methyl]-6-(3,5-dichlorophenyl)-2,4-dimethyl-7-oxo-6-azabicyclo[3.2.1]oct-3-ene-8-carboxamide ClC1=NC=CC(=C1)CNC(=O)C1C2C(C=C(C1N(C2=O)C2=CC(=CC(=C2)Cl)Cl)C)C